NC1CCC(CC1)NC1=NC=CC(=N1)C=1C=NC=CC1OC1=C(C=C(C=C1)NS(=O)(=O)C1=CC=CC=C1)F N-[4-[[3-[2-[(1r,4r)-(4-Aminocyclohexyl)amino]pyrimidin-4-yl]-4-pyridyl]oxy]-3-fluorophenyl]benzenesulfonamide